C(CCCCCCCCCCC)[P+](CCCCCC)(CCCCCC)CCCCCC dodecyl-trihexyl-phosphonium